2,4-dichloro-6-methylphenol ClC1=C(C(=CC(=C1)Cl)C)O